(S)-N-((S)-1-(5-(5-Fluorobenzo[d]oxazol-6-yl)oxazol-2-yl)-7-oxononyl)-6-methyl-6-azaspiro[2.5]octan-1-carboxamid FC=1C(=CC2=C(N=CO2)C1)C1=CN=C(O1)[C@H](CCCCCC(CC)=O)NC(=O)[C@H]1CC12CCN(CC2)C